CARBON DIOXIDE C(=O)=O